(R)-6-chloro-3-((1-(3,6-dimethyl-4-oxo-2-(4-(pyrazin-2-yl)piperidin-1-yl)-3,4-dihydroquinazolin-8-yl)ethyl)amino)-N-(methylsulfonyl)picolinamide ClC1=CC=C(C(=N1)C(=O)NS(=O)(=O)C)N[C@H](C)C=1C=C(C=C2C(N(C(=NC12)N1CCC(CC1)C1=NC=CN=C1)C)=O)C